3-(4-(5-Benzylpyrazin-2-yl)piperazin-1-yl)-6-(1-methyl-1H-pyrazol-4-yl)pyrazolo[1,5-a]pyridine C(C1=CC=CC=C1)C=1N=CC(=NC1)N1CCN(CC1)C=1C=NN2C1C=CC(=C2)C=2C=NN(C2)C